Cl.Cl.N(=NC(C(=N)N)(C)C)C(C(=N)N)(C)C 2,2'-azobis[2-methylpropionamidine], dihydrochloride